FC(F)(F)C=1C=CC=2C(NCC3N(C2N1)CCNC3)=O (trifluoromethyl)-7,7a,8,9,10,11-hexahydropyrazino[1,2-a]pyrido[3,2-f][1,4]diazepin-5(6H)-one